C(C)(=O)OC[C@@H]1C=C[C@@H](N2C(C=3N(N1C2)C=C(C(C3OCC3=CC=CC=C3)=O)C(NCC3=C(C=C(C=C3F)F)F)=O)=O)C ((1S,2S,5S)-8-(benzyloxy)-5-methyl-7,9-dioxo-10-((2,4,6-trifluorobenzyl)carbamoyl)-2,5,7,9-tetrahydro-1,6-methanopyrido[1,2-b][1,2,5]triazonin-2-yl)methyl acetate